N1S(CC(C2=C1N=CN2)=O)(=O)=O 3,5-dihydroimidazo[4,5-c][1,2]thiazin-4(1H)-one 2,2-dioxide